2-(2,6-dioxopiperidin-4-yl)-4-(2-fluoro-4-((4-morpholinopiperidin-1-yl)methyl)benzylamino)isoindoline-1,3-dione O=C1NC(CC(C1)N1C(C2=CC=CC(=C2C1=O)NCC1=C(C=C(C=C1)CN1CCC(CC1)N1CCOCC1)F)=O)=O